ethyl 2-[[tert-butoxycarbonyl-[3-ethylsulfonyl-6-(trifluoromethyl)imidazo[1,2-a]pyridin-2-yl]amino]methyl]-5-(1-cyanocyclopropyl)pyridine-3-carboxylate C(C)(C)(C)OC(=O)N(C=1N=C2N(C=C(C=C2)C(F)(F)F)C1S(=O)(=O)CC)CC1=NC=C(C=C1C(=O)OCC)C1(CC1)C#N